ClC1=CC=C(C=C1)CN1C(C2=CC(=CC=C2C1(OCC1(CC1)CO)C1=CC=C(C=C1)Cl)C(C)(C)O)=O 2-(4-chlorophenylmethyl)-3-(4-chlorophenyl)-3-((1-(hydroxymethyl)cyclopropyl)methoxy)-6-(2-hydroxypropan-2-yl)isoindolin-1-one